ethylene glycol dimethylol ether C(O)OCCOCO